2-[2-hydroxy-ethoxy]-ethyl hydroxy-phenyl-acetate OC(C(=O)OCCOCCO)C1=CC=CC=C1